CC1=NC=CC=C1OCC(=O)O 2-((2-methylpyridin-3-yl)oxy)acetic acid